ClC1=NC(=NC2=C(C=CC=C12)C(F)(F)F)C 4-chloro-2-methyl-8-(trifluoromethyl)quinazoline